C1(CCCC1)CN1C(=NC2=C1C=C(C=C2N)C=2C(=NOC2C)C)C 1-(cyclopentylmethyl)-6-(3,5-dimethylisoxazol-4-yl)-2-methyl-1H-benzo[d]imidazol-4-amine